2-fluoro-6-(1-isopropyl-3,6-dihydro-2H-pyridin-4-yl)aniline FC1=C(N)C(=CC=C1)C=1CCN(CC1)C(C)C